The molecule is a benzoate that is the conjugate base of carboxy-PTIO, obtained by deprotonation of the carboxy group. It is a member of benzoates and a radical anion. It is a conjugate acid of a carboxy-PTIO. CC1(C([N+](=C(N1[O])C2=CC=C(C=C2)C(=O)[O-])[O-])(C)C)C